(R)-2-(3-Hydroxyphenyl)-8-oxo-9-(tetrahydrofuran-3-yl)-8,9-dihydro-7H-purine OC=1C=C(C=CC1)C1=NC=C2NC(N(C2=N1)[C@H]1COCC1)=O